C[C@@H]1OCCOCCN2N=CC(C3=NN(C=4C=CC(O[C@@H]1C)=CC34)C3OCCCC3)=C2 (12S,13R)-12,13-dimethyl-19-(oxan-2-yl)-8,11,14-trioxa-4,5,19,20-tetraazatetracyclo[13.5.2.12,5.018,21]tricosa-1(20),2(23),3,15(22),16,18(21)-hexaene